C1(CC1)[C@H](NC1=NC(=NC(=N1)N)C=1C=CC=2N(C1)C(=NC2)C)C2=NN(C=C2)C(F)F (S)-N2-(cyclopropyl-(1-(difluoromethyl)-1H-pyrazol-3-yl)methyl)-6-(3-methylimidazo[1,5-a]pyridin-6-yl)-1,3,5-triazine-2,4-diamine